CC1(CC1)NC=1C2=C(N=C(N1)C1=CN=CS1)C=NC=C2 N-(1-methylcyclopropyl)-2-(1,3-thiazol-5-yl)pyrido[3,4-d]pyrimidin-4-amine